(S)-5-[(3-chloro-4-fluorophenyl)(methyl)carbamoyl]-1-[6-methyl-4-(trifluoromethyl)pyridin-2-yl]2-Oxopyrrolidine-3-carboxylic acid ClC=1C=C(C=CC1F)N(C(=O)C1C[C@@H](C(N1C1=NC(=CC(=C1)C(F)(F)F)C)=O)C(=O)O)C